ClC1=CC2=C(C=N1)C(=NN2CC2(CCCC2)CO)N2C[C@H](CC2)CS(=O)(=O)C2CCC2 (S)-(1-((6-chloro-3-(3-((cyclobutylsulfonyl)methyl)pyrrolidin-1-yl)-1H-pyrazolo[4,3-c]pyridin-1-yl)methyl)cyclopentyl)methanol